O=C1NC2=C(C=NC=C2)N1C(=O)O.C(C1=CC=CC=C1)N1C(=NC(=C1)C1=CC=C(C=C1)F)C(F)(F)F Benzyl-5-(4-Fluoro-phenyl)-2-trifluoromethyl-3H-imidazole 2-oxo-1,2-dihydro-3H-imidazo[4,5-c]pyridine-3-carboxylate